3-(5-(4-((1-(4-((R)-6'-Hydroxy-3',4'-dihydro-1'H-spiro[cyclopentane-1,2'-naphthalene]-1'-yl)phenyl)piperidin-4-yl)methyl)piperazin-1-yl)-1-oxoisoindolin-2-yl)piperidine-2,6-dione OC=1C=C2CCC3([C@@H](C2=CC1)C1=CC=C(C=C1)N1CCC(CC1)CN1CCN(CC1)C=1C=C2CN(C(C2=CC1)=O)C1C(NC(CC1)=O)=O)CCCC3